methyl (1S,3S)-3-((6-(5-chloro-3-((((cyclobutylmethyl)(methyl)carbamoyl)oxy)methyl)thiophen-2-yl)-2-methylpyridin-3-yl)oxy)cyclohexane-1-carboxylate ClC1=CC(=C(S1)C1=CC=C(C(=N1)C)O[C@@H]1C[C@H](CCC1)C(=O)OC)COC(N(C)CC1CCC1)=O